2-(4-fluoro-2-methyl-1,3-benzoxazol-6-yl)-7-(1,2,3,6-tetrahydropyridin-4-yl)-4H-pyrido[1,2-a]pyrimidin-4-one FC1=CC(=CC2=C1N=C(O2)C)C=2N=C1N(C(C2)=O)C=C(C=C1)C=1CCNCC1